cyclohexaneAt C1(CCCCC1)C(=O)[O-]